ethyl 2,3,4-trihydroxybenzoate OC1=C(C(=O)OCC)C=CC(=C1O)O